2-(4-((4-(2-chloro-1H-benzo[d]imidazol-6-yl)-1H-1,2,3-triazol-1-yl)methyl)phenyl)-5-(difluoromethyl)-1,3,4-oxadiazole ClC1=NC2=C(N1)C=C(C=C2)C=2N=NN(C2)CC2=CC=C(C=C2)C=2OC(=NN2)C(F)F